(2-oxopyrrolidin-1-yl)methyl acrylate C(C=C)(=O)OCN1C(CCC1)=O